5-phenyl-1,3-dimethylbarbituric acid C1(=CC=CC=C1)C1C(N(C(N(C1=O)C)=O)C)=O